O=C1NC(CCC1N1C(=NC2=CC(=CC=C2C1=O)S(=O)(=O)F)C)=O 3-(2,6-dioxopiperidin-3-yl)-2-methyl-4-oxo-3,4-dihydroquinazoline-7-sulfonyl fluoride